2-(1-acryloyl-4-(7-(7-hydroxy-3,4-dihydroquinolin-1(2H)-yl)-2-((1-methylpyrrolidin-2-yl)methoxy)-5,6,7,8-tetrahydroquinazolin-4-yl)piperazin-2-yl)acetonitrile C(C=C)(=O)N1C(CN(CC1)C1=NC(=NC=2CC(CCC12)N1CCCC2=CC=C(C=C12)O)OCC1N(CCC1)C)CC#N